C(C)C1C(NCC12CCNCC2)=O 4-ethyl-2,8-diazaspiro[4.5]decan-3-one